3-(2-(aminomethyl)-6-cyclopropylimidazo[1,2-a]pyridin-8-yl)-3-azabicyclo[3.1.0]hexan-2-one NCC=1N=C2N(C=C(C=C2N2C(C3CC3C2)=O)C2CC2)C1